S1C=NC2=C1C=CC(=C2)C2NC(COC2)C 3-(benzo[D]thiazol-5-yl)-5-methylmorpholine